N-(6-(4-(1-amino-3,3-difluorocyclobutyl)-1H-imidazol-1-yl)-5-fluoropyridin-3-yl)-2-(5-methyl-3-(trifluoromethyl)-1H-pyrazol-1-yl)acetamide NC1(CC(C1)(F)F)C=1N=CN(C1)C1=C(C=C(C=N1)NC(CN1N=C(C=C1C)C(F)(F)F)=O)F